BrC1=CC2=C([C@H](CO2)N)C=C1 |r| (rac)-6-bromo-2,3-dihydrobenzofuran-3-amine